NC=1C(=NC2=CC=CC=C2C1C1=C(C=CC(=C1)O)C)C(=O)N 3-amino-4-(5-hydroxy-2-methyl-phenyl)quinoline-2-carboxamide